3-[(2-chloro-6-fluorophenyl)methyl]-4-[1-(4-fluorophenyl)ethyl]-4,5-dihydro-1,2,4-oxadiazol-5-one ClC1=C(C(=CC=C1)F)CC1=NOC(N1C(C)C1=CC=C(C=C1)F)=O